tert-butyl (2r,6s)-4-(2-(4-(3-(4-cyano-3-(trifluoromethyl) phenyl)-5,5-dimethyl-4-oxo-2-thioxoimidazolidin-1-yl)-2-ethylphenoxy) ethyl)-2,6-dimethylpiperazine-1-carboxylate C(#N)C1=C(C=C(C=C1)N1C(N(C(C1=O)(C)C)C1=CC(=C(OCCN2C[C@H](N([C@H](C2)C)C(=O)OC(C)(C)C)C)C=C1)CC)=S)C(F)(F)F